C(C1=CC=CC=C1)N1CCN(CC1)C1=NC=2N(C=C1)N=C(C2C#N)C=2OC=CC2 (4-Benzylpiperazin-1-yl)-2-(2-furyl)pyrazolo[1,5-a]pyrimidine-3-carbonitrile